tert-butyl 4-(2-(2,6-dioxopiperidin-3-yl)-4-fluoro-1-oxoisoindolin-5-yl)piperidine-1-carboxylate O=C1NC(CCC1N1C(C2=CC=C(C(=C2C1)F)C1CCN(CC1)C(=O)OC(C)(C)C)=O)=O